NC1=NC=C(C2=C1COC2)NC(C(=O)N2CC1=CC=CC=C1CC2C=2C=CC1=C(N=CS1)C2)=O N-(4-amino-1,3-dihydrofuro[3,4-c]pyridin-7-yl)-2-(3-(benzo[d]thiazol-5-yl)-3,4-dihydroisoquinolin-2(1H)-yl)-2-oxoacetamide